oleic acid, hydroxide C(CCCCCCC\C=C/CCCCCCCC)(=O)O